(2R)-OXIRANE-2-CARBOXYLIC ACID O1[C@H](C1)C(=O)O